C(CCC)C1=CC(=CC=2C3=CC=CC=C3NC12)C(C1=CC=C(C=C1)N(C1=CC=CC=C1)C)C1=CC=C(C=C1)N(C1=CC=CC=C1)C butyl-3-[4,4'-bis(N-methylanilino)benzhydryl]carbazole